C1(CC1)C1=NNC(=N1)C1CC2(CN(C2)C(=O)N2CC3(C2)CC(C3)CC=3C=CC=2N(C3)N=C(N2)C(F)(F)F)C1 [6-(3-cyclopropyl-1H-1,2,4-triazol-5-yl)-2-azaspiro[3.3]heptan-2-yl]-[6-[[2-(trifluoromethyl)-[1,2,4]triazolo[1,5-a]pyridin-6-yl]methyl]-2-azaspiro[3.3]heptan-2-yl]methanone